C(CCCCCCC)[NH-] mono-octylamide